C(C1=CC=CC=C1)OC1=C(C(=O)N2CC3=C(C=C(C=C3CC2)C(=O)N(C)C)N[C@H]2COCC2)C(=CC(=C1)O)O (R)-2-(2-(benzyloxy)-4,6-dihydroxybenzoyl)-N,N-dimethyl-8-((tetrahydrofuran-3-yl)amino)-1,2,3,4-tetrahydroisoquinoline-6-carboxamide